P(O)(O)(=S)O[C@H]1C([C@@H](O[C@@H]1CO)N1C(=O)NC(=O)C(C)=C1)CCOC 2'-methoxyethylthymidine-3'-phosphorothioate